ClC1=CC=NC2=CC=C(C=C12)C1=C(C=C(C=C1)C(=O)N1CC2(C1)CN(C2)S(=O)(=O)C)F (4-(4-chloroquinolin-6-yl)-3-fluorophenyl)(6-(methylsulfonyl)-2,6-diazaspiro[3.3]heptan-2-yl)methanone